2,2-bis[(octanoyloxy)methyl]butyl decanoate C(CCCCCCCCC)(=O)OCC(CC)(COC(CCCCCCC)=O)COC(CCCCCCC)=O